CC=1OC=CC1C 2,3-dimethylfuran